OC=1C2=C(N(C(C1C(=O)NC1=NC=CC=N1)=O)C)CC(C2)C 4-hydroxy-1,6-dimethyl-2-oxo-N-pyrimidin-2-yl-6,7-dihydro-5H-cyclopenta[b]pyridine-3-carboxamide